FC(C(=O)O)(F)F.NC1=NC=2C=CC(=CC2C2=C1COC2)C(=S)N2[C@H](COCC2)C2=CC=C(C=C2)C(F)(F)F (S)-(4-amino-1,3-dihydrofuro[3,4-c]quinolin-8-yl)(3-(4-(trifluoromethyl)phenyl)morpholino)methanethione 2,2,2-trifluoroacetate